(R)-(5-amino-7-methoxyimidazo[1,2-c]quinazolin-2-yl)(2-methylmorpholino)methanone NC1=NC=2C(=CC=CC2C=2N1C=C(N2)C(=O)N2C[C@H](OCC2)C)OC